5-Propionamido-1H-imidazole-4-carboxamide C(CC)(=O)NC1=C(N=CN1)C(=O)N